iodopropynyl-butylamine formate C(=O)O.ICC#CNCCCC